C(C1=C(C(=CC(=C1)CC)C(C)(C)C)O)C1=C(C(=CC(=C1)CC)C(C)(C)C)O 2,2'-methylenebis(4-ethyl-6-tertiary butylphenol)